FC(CN1N=CC=2C1=NC(=CN2)N2CCC1(CC(C1)COC1=NC=CC(=C1)C(F)(F)F)CC2)F 1-(2,2-difluoroethyl)-6-(2-(((4-(trifluoromethyl)pyridin-2-yl)oxy)methyl)-7-azaspiro[3.5]nonan-7-yl)-1H-pyrazolo[3,4-b]pyrazine